CC12OCC(CC1)(C2)C(=O)O 1-methyl-2-oxabicyclo[2.2.1]Heptane-4-carboxylic acid